ClC1=C(C=C(C=C1)C1=CC=NN1)C1COCCCN1 3-(2-chloro-5-(1H-pyrazol-5-yl)phenyl)-1,4-oxazepan